2-((4-hydroxy-2-iodo-5-methoxybenzyl) amino)-2-oxoethyl heptanoate C(CCCCCC)(=O)OCC(=O)NCC1=C(C=C(C(=C1)OC)O)I